2,5-diaminoterephthalonitrile NC1=C(C#N)C=C(C(=C1)C#N)N